C(C)(C)(C)OC(=O)N[C@H](C(=O)N1[C@@H]([C@H]2C([C@H]2C1)(C)C)C(=O)O)C(C)(C)OC (1R,2S,5S)-3-((S)-2-((tert-butoxycarbonyl)amino)-3-methoxy-3-methylbutanoyl)-6,6-dimethyl-3-azabicyclo[3.1.0]hexane-2-carboxylic acid